ClC=1C=C2N=CC(=NC2=CC1)SC1=NC2=CC=C(C=C2N=C1)Cl di(6-chloro-2-quinoxalinyl) thioether